2-methoxy-5-(naphthalen-2-yl)benzoic acid COC1=C(C(=O)O)C=C(C=C1)C1=CC2=CC=CC=C2C=C1